C(C)(C)(C)OC(NC(N1[C@@H](CCC1)CC1=NC(=NO1)C1=CC=C(C=C1)CN1N=NC(=C1)C=1C=NN(C1)C)=NC(=O)OC(C)(C)C)=O (S)-tert-Butyl-(((tert-butoxycarbonyl)imino)(2-((3-(4-((4-(1-methyl-1H-pyrazol-4-yl)-1H-1,2,3-triazol-1-yl)methyl)phenyl)-1,2,4-oxadiazol-5-yl)methyl)pyrrolidin-1-yl)methyl)carbamate